NC1CCN(CC1)C(=O)C1CCN(CC1)C(COC=1C=CC(=C(C1)N1C(NC(CC1)=O)=O)C)=O 1-[5-[2-[4-(4-Aminopiperidine-1-carbonyl)-1-piperidyl]-2-oxo-ethoxy]-2-methyl-phenyl]hexahydropyrimidine-2,4-dione